[O-]CCCC.[Al+3].[O-]CCCC.[O-]CCCC aluminum(III) n-butoxide